5-(2-methylpyridin-3-yl)-2-methyl-7-(trifluoromethyl)-1,2-dihydro-2,3,5,6-tetraazanaphthalen-4(5H)-one CC1=NC=CC=C1N1C2C(NN(CC2=CC(=N1)C(F)(F)F)C)=O